CC(C)(C)C1=CC=C(C(=O)NC2C(NC(CC2)=O)=O)C=C1 4-(1,1-dimethyl-ethyl)-N-(2,6-dioxo-3-piperidinyl)-benzamide